[Cl-].CC=1NC=C[N+]1CCCCCCCC methyl-3-n-octylimidazolium chloride